COC1=C(C=O)C=C(C=C1)C(C)(C)C 2-methoxy-5-tertiary butyl-benzaldehyde